1,4-DIAZEPANONE N1C(CNCCC1)=O